5-(2-iodophenyl)thio-3-(1,2,3,4,5,8-hexahydroindolizin-7-yl)-1H-indole IC1=C(C=CC=C1)SC=1C=C2C(=CNC2=CC1)C1=CCN2CCCC2C1